1H-PYRAZOLO[3,4-C]PYRIDINE-5-CARBALDEHYDE N1N=CC=2C1=CN=C(C2)C=O